C(C)(=O)NC1=C(C=CC(=C1)NC1=NC=C(C(=N1)C1=CN(C2=CC=CC=C12)C)Cl)NC(CCN(C)C)=O N-(2-acetamido-4-((5-chloro-4-(1-methyl-1H-indol-3-yl)pyrimidin-2-yl)amino)phenyl)-3-(dimethylamino)propanamide